NCCC#CC1=CC2=C(N(C(N2C)=O)C2C(NC(CC2)=O)=O)C=C1 3-[5-(4-Aminobut-1-ynyl)-3-methyl-2-oxo-benzimidazol-1-yl]Piperidine-2,6-dione